1-((3S)-13-((3-methyl-4-((1-methyl-1H-benzo[d]imidazol-5-yl)oxy)phenyl)amino)-2,3,5,6-tetrahydro-4H-3,7-methano[1,4,7]oxadiazonino[2,3-f]quinazolin-4-yl)prop-2-en-1-one CC=1C=C(C=CC1OC1=CC2=C(N(C=N2)C)C=C1)NC1=NC=NC2=CC=C3C(=C12)OC[C@H]1N(CCN3C1)C(C=C)=O